C(=O)O.CN1C[C@@H](CCC1)NC1=NN=C(C=2N1C=CN2)C2=C(C=C(C=C2)C(F)(F)F)O 2-[5-[[(3R)-1-Methyl-3-piperidyl]amino]imidazo[1,2-d][1,2,4]triazin-8-yl]-5-(trifluoromethyl)phenol formic acid salt